(S)-3-(2-amino-5-iodo-4-oxo-3,4-dihydroimidazo[5,1-f][1,2,4]triazin-7-yl)pyrrolidine-1-carboxylic acid benzyl ester C(C1=CC=CC=C1)OC(=O)N1C[C@H](CC1)C1=NC(=C2C(NC(=NN21)N)=O)I